N12C[C@H](C(CC1)CC2)OC(N[C@@H]2C(CC1=CC(=C(C=C21)F)C2=CC=C(C=C2)OC(C)(C)C)(C)C)=O (S)-quinuclidin-3-yl((R)-5-(4-(tert-butoxy)phenyl)-6-fluoro-2,2-dimethyl-2,3-dihydro-1H-inden-1-yl)carbamate